N-(4-{1-[(1-benzothiophen-2-yl)carbonyl]piperidin-4-yl}butyl)thieno[2,3-c]pyridine-2-carboxamide S1C(=CC2=C1C=CC=C2)C(=O)N2CCC(CC2)CCCCNC(=O)C2=CC=1C(=CN=CC1)S2